ClC1=NC2=CC=CC=C2C(=C1[N+](=O)[O-])NCCOCCOCCNC(OC(C)(C)C)=O tert-butyl (2-(2-(2-((2-chloro-3-nitroquinolin-4-yl)amino)ethoxy)ethoxy)ethyl)carbamate